C(C)(C)(C)N.S(O)(O)(=O)=O sulfuric acid tert-butylamine salt